2-(4-((6-(8-methyl-2,3-dihydro-1H-pyrido[2,3-b][1,4]oxazin-7-yl)-5,6,7,8-tetrahydro-2,6-naphthyridin-3-yl)amino)phenyl)tetrahydrothiophene 1,1-dioxide CC1=C(C=NC=2OCCNC21)N2CC=1C=C(N=CC1CC2)NC2=CC=C(C=C2)C2S(CCC2)(=O)=O